ICC1=CC(=CC(=C1)CI)CI 1,3,5-tris(iodomethyl)benzene